(R)-N-(4-(3-((5-chloro-4-methoxypyrimidin-2-yl)amino)pyrrolidine-1-carbonyl)-2-morpholinophenyl)acrylamide ClC=1C(=NC(=NC1)N[C@H]1CN(CC1)C(=O)C1=CC(=C(C=C1)NC(C=C)=O)N1CCOCC1)OC